(R)-1-(2,5-difluoropyridin-3-yl)ethyl (1-methyl-4-(5-(2-(trifluoromethyl)pyrimidine-5-carboxamido)pyrimidin-2-yl)-1H-pyrazol-5-yl)carbamate CN1N=CC(=C1NC(O[C@H](C)C=1C(=NC=C(C1)F)F)=O)C1=NC=C(C=N1)NC(=O)C=1C=NC(=NC1)C(F)(F)F